N-((1R,2S)-2-(3,4-difluorophenyl)cyclopropyl)-1-ethyl-6-(ethylsulfanyl)-1H-pyrazolo[3,4-d]pyrimidin-4-amine hydrochloride Cl.FC=1C=C(C=CC1F)[C@H]1[C@@H](C1)NC1=C2C(=NC(=N1)SCC)N(N=C2)CC